C[C@@H]1CN(C[C@H](O1)C)C1=CC=C(C=C1)B1OC(C(O1)(C)C)(C)C (2R,6R)-2,6-dimethyl-4-(4-(4,4,5,5-tetramethyl-1,3,2-dioxaborolan-2-yl)phenyl)morpholine